C1C=C[C@H]2C3C[C@@H](C([C@@H]12)C3)OC(C(C)C)=O.C(C)(=O)N3C(C(C1=CC(=CC=C31)[N+](=O)[O-])=CNC3CCC(CC3)CN3CCCCC3)=O 1-acetyl-5-nitro-3-(((4-(piperidinylmethyl)cyclohexyl)amino)methylidene)indol-2-one (3aR,6S,7aS)-3a,4,5,6,7,7a-hexahydro-1H-4,7-methanoinden-6-yl-isobutyrate